C1(CC1)C(=O)NC1=NC=CC(=C1)C1=CC(=C(CNC(=O)C2=NOC(=N2)C(CO)(C)C)C=C1)C N-(4-(2-(cyclopropanecarboxamido)pyridin-4-yl)-2-methylbenzyl)-5-(1-hydroxy-2-methylpropan-2-yl)-1,2,4-oxadiazole-3-carboxamide